N1-(2-methylpyridin-4-yl)benzene-1,2-diamine CC1=NC=CC(=C1)NC=1C(=CC=CC1)N